CC=1C=CC(=C2C=CC=NC12)N[C@H]1CN(CC1)C(=O)OC(C)(C)C tert-butyl (R)-3-((8-methylquinolin-5-yl)amino)pyrrolidine-1-carboxylate